1-Phenyl-1H,2H,3H,4H-9H-pyrrolo[2,3-b]1,7-naphthyridin-4-one C1(=CC=CC=C1)N1CCC2=C1NC1=CN=CC=C1C2=O